(S)-N-(3-(2-(((1R,4S)-4-hydroxy-4-methylcyclohexyl)amino)-6-morpholinylpyridin-4-yl)-4-methylphenyl)-3-(2,2,2-trifluoroethyl)pyrrolidine-1-carboxamide OC1(CCC(CC1)NC1=NC(=CC(=C1)C=1C=C(C=CC1C)NC(=O)N1C[C@@H](CC1)CC(F)(F)F)N1CCOCC1)C